CC1=C(C2(C3=CC(=CC=C13)O)CCC(CC2)N(C(C(F)(F)F)=O)C2=CC(=CC=C2)Cl)Br methyl-(1s,4s)-2'-bromo-4-[(3-chlorophenyl)(trifluoroacetyl)amino]-6'-hydroxyspiro[cyclohexane-1,1'-indene]